FC(CN1CCC(CC1)C1(OC2=C(O1)C=CC(=C2C)C(=O)NCC=2C(NC(=CC2SC)C)=O)C)F 2-(1-(2,2-difluoroethyl)piperidin-4-yl)-2,4-dimethyl-N-((6-methyl-4-(methylthio)-2-oxo-1,2-dihydropyridin-3-yl)methyl)benzo[d][1,3]dioxole-5-carboxamide